2-(1-cyclohexylethoxy)-N-(2,4-dimethylphenyl)-5-fluoro-4-[3-(1-hydroxyethyl)-4-methyl-5-oxo-4,5-dihydro-1H-1,2,4-triazol-1-yl]benzamide C1(CCCCC1)C(C)OC1=C(C(=O)NC2=C(C=C(C=C2)C)C)C=C(C(=C1)N1N=C(N(C1=O)C)C(C)O)F